O(C1=CC(=CC=C1)C)C1=CC(=CC=C1)C 1,1'-oxybis[3-methylbenzene]